8-[6-(1-cyanomethyl-1H-pyrazol-4-yl)-7-difluoromethyl-3,4-dihydro-2H-quinolin-1-yl]-[1,7]Naphthyridine C(#N)CN1N=CC(=C1)C=1C=C2CCCN(C2=CC1C(F)F)C=1N=CC=C2C=CC=NC12